FC(CN1N=C(C(=C1C)CCO)C)F 2-(1-(2,2-difluoroethyl)-3,5-dimethyl-1H-pyrazol-4-yl)ethanol